ethyl 6-(((1-cyanocyclopropyl) methyl) amino)-5-nitropicolinate C(#N)C1(CC1)CNC1=C(C=CC(=N1)C(=O)OCC)[N+](=O)[O-]